CS(=O)(=O)[O-].C(CCCCC)[N+]1=CC=CC=C1 N-Hexylpyridinium methanesulfonate